N1(CCCCC1)C(=O)C=1C=C2C(=NC1)NC=C2 piperidin-1-yl-(1H-pyrrolo[2,3-b]pyridin-5-yl)methanone